ClC=1C(=C2C(=NC1)OCO2)COC=2C=CC=C1CN(C(C21)=O)[C@H](C(C)(C)O)C2CC2 (S)-7-((6-chloro-[1,3]dioxolo[4,5-b]pyridin-7-yl)methoxy)-2-(1-cyclopropyl-2-hydroxy-2-methylpropyl)isoindolin-1-one